(2R,5S)-2-ethyl-5-methyl-1-(1-(4-(trifluoromethyl)phenyl)propyl)piperazine hydrochloride Cl.C(C)[C@H]1N(C[C@@H](NC1)C)C(CC)C1=CC=C(C=C1)C(F)(F)F